ClC=1C=C2C(CC(NC2=CC1)(C(=O)[O-])C)(C(=O)[O-])NC1=CC=C(C=C1)Cl 6-chloro-4-((4-chlorophenyl) amino)-2-methyl-1,2,3,4-tetrahydroquinoline-2,4-dicarboxylate